2-[[4-[1-Methyl-4-(4-pyridyl)pyrazol-3-yl]phenoxy]methyl]-N-methylsulfonyl-quinoline-3-carboxamide CN1N=C(C(=C1)C1=CC=NC=C1)C1=CC=C(OCC2=NC3=CC=CC=C3C=C2C(=O)NS(=O)(=O)C)C=C1